C(C)(C)(C)[C@@H]1NCSC1 (S)-4-(tert-butyl)thiazolidine